CN1C[C@@H]2[C@H](C1)CCN2C2=C(C=NC=1NC3=C(C=C(C=C3C12)F)NC)C=1C=C2C(C(=CN(C2=NC1)CC)C(=O)O)=O 6-[4-[cis-5-methyl-2,3,3a,4,6,6a-hexahydropyrrolo[2,3-c]pyrrol-1-yl]-6-fluoro-8-(methylamino)-9H-pyrido[2,3-b]indol-3-yl]-1-ethyl-4-oxo-1,8-naphthyridine-3-carboxylic acid